(4-phenylbutyl)piperazin C1(=CC=CC=C1)CCCCN1CCNCC1